2-(4-aminopiperidin-1-yl)-9-isopropyl-N-((2-(4-methoxypiperidin-1-yl)pyridin-3-yl)methyl)-9H-purin-6-amine NC1CCN(CC1)C1=NC(=C2N=CN(C2=N1)C(C)C)NCC=1C(=NC=CC1)N1CCC(CC1)OC